5-(4-cyclohexylphenyl)-N,N-dimethyl-2-(3-methylpyrazin-2-yl)-7-oxo-4,7-dihydropyrazolo[1,5-a]pyrimidine-3-carboxamide C1(CCCCC1)C1=CC=C(C=C1)C=1NC=2N(C(C1)=O)N=C(C2C(=O)N(C)C)C2=NC=CN=C2C